C[Si]1(CCC(CC1)NC(=O)C1=C(C=2C(=NC=CC2F)N1)C)C N-(1,1-dimethylsilacyclohexan-4-yl)-4-fluoro-3-methyl-1H-pyrrolo[2,3-b]pyridine-2-carboxamide